isopropyl 4-[N-(2,2-dimethylpropanoyl)-S-(2-pyridyl)sulfonimidoyl]benzoate CC(C(=O)N=S(=O)(C1=NC=CC=C1)C1=CC=C(C(=O)OC(C)C)C=C1)(C)C